C(CCCC(C)(C)C)(=O)[O-].OC(C[N+](CC)(CC)CC)C 2-hydroxylpropyltriethylammonium neooctanoate